The molecule is a monocarboxylic acid anion, obtained by removal of a proton from the carboxylic acid group of N-hydroxy-L-valine. It is a N-hydroxy-alpha-amino-acid anion, a member of hydroxylamines and a monocarboxylic acid anion. It is a conjugate base of a N-hydroxy-L-valine. CC(C)[C@@H](C(=O)[O-])NO